C(C)(C)(C)OC(=O)C1CCCCCCCNNNCC1 triaza-cyclotridecane-11-carboxylic acid tert-butyl ester